CN(C1CCC(CC1)N1C(NC2=C1C=C(C(=C2)C=2C=C(C=1N(C2)N=CN1)OC)C)=O)C 1-((1S,4S)-4-(dimethylamino)cyclohexyl)-5-(8-methoxy-[1,2,4]triazolo[1,5-a]pyridin-6-yl)-6-methyl-1,3-dihydro-2H-benzo[d]imidazol-2-one